FC1=CC=C(C=C1)C1(CC(CC1)C1=CC=C(C=C1)C(=O)OC)C(=O)O 1-(4-fluorophenyl)-3-(4-(methoxycarbonyl)phenyl)cyclopentane-1-carboxylic acid